BrC=1C=C(C(NN1)=O)C 6-Bromo-4-methylpyridazin-3(2H)-one